C(C=1C(O)=CC=CC1)=NCCN=CC=1C(O)=CC=CC1 bis(salicyliden)ethylendiamin